2-(pyridin-3-yl)furo[2,3-c]pyridine N1=CC(=CC=C1)C1=CC=2C(=CN=CC2)O1